rac-benzyl N-[2-[cyclopropyl(hydroxy)methyl]-4-pyridyl]carbamate C1(CC1)[C@H](C1=NC=CC(=C1)NC(OCC1=CC=CC=C1)=O)O |r|